2-(3-fluoro-4-methoxyphenyl)cyclopropan-1-amine FC=1C=C(C=CC1OC)C1C(C1)N